N-[(1R)-1-Cyclopropylethyl]-5-(1-methyl-1H-pyrazol-3-yl)-6-[4-(trifluoromethyl)phenoxy]pyridine-3-carboxamide C1(CC1)[C@@H](C)NC(=O)C=1C=NC(=C(C1)C1=NN(C=C1)C)OC1=CC=C(C=C1)C(F)(F)F